C([C@@H]1[C@H]([C@@H]([C@H]([C@H](O1)O[C@H]2[C@@H]([C@H](O[C@@]2(CO)O[C@@H]3[C@@H]([C@H]([C@@H]([C@H](O3)CO)O)O)O)CO)O)O)O)O)O.O d-(+)-melezitose hydrate